COC(CBr)(CBr)OC 2,2-dimethoxy-1,3-dibromopropane